(3S)-1-(3-fluoro-4-{5-[(1R)-1-methyl-1,2,3,4-tetrahydroisoquinoline-2-carbonyl]-7-phenylpyrazolo[1,5-a]pyrimidin-2-yl}phenyl)pyrrolidine-3-carboxylic acid FC=1C=C(C=CC1C1=NN2C(N=C(C=C2C2=CC=CC=C2)C(=O)N2[C@@H](C3=CC=CC=C3CC2)C)=C1)N1C[C@H](CC1)C(=O)O